C(CC)C1CCCC(O1)=O 6-propyltetrahydro-2H-pyran-2-one